COC=1C=C2CCN(CC2=CC1NC1=NC=C2C(=N1)N(N=C2)C[C@@H]2COCCC2)C (R)-6-methoxy-2-methyl-N-(1-((tetrahydro-2H-pyran-3-yl)methyl)-1H-pyrazolo[3,4-d]pyrimidin-6-yl)-1,2,3,4-tetrahydroisoquinolin-7-amine